C1(=CC=CC=C1)N1N=CC=C1 2-phenylpyrazol